C(C=C)(=O)N1C[C@@H](N(CC1)C=1C2=C(N(C(N1)=O)C=1C(=NC=NC1C(C)C)C(C)C)N=C(C=C2F)C2=C(C=CC=C2O)F)C (S)-4-(4-acryloyl-2-methylpiperazin-1-yl)-1-(4,6-diisopropylpyrimidin-5-yl)-5-fluoro-7-(2-fluoro-6-hydroxyphenyl)pyrido[2,3-d]pyrimidin-2(1H)-one